2-CHLORO-6-METHOXYPYRIDINE-4-BORONIC ACID ClC1=NC(=CC(=C1)B(O)O)OC